FC(OC1=CC=C(C=C1)C1(CC1)C(=O)N1[C@@H](CCCCC1)C(=O)O)(F)F (2S)-1-[1-[4-(trifluoromethoxy)-phenyl]cyclopropanecarbonyl]azepane-2-carboxylic acid